C12CCC(CC1)N2C=2C=C(C(=O)O)C=C(C2C(NS(N(C)C)(=O)=O)=O)Cl 3-(7-azabicyclo[2.2.1]heptan-7-yl)-5-chloro-4-((N,N-dimethylsulfamoyl)carbamoyl)benzoic acid